COC(C1=NC(=C(C=C1)NC1=C(C=CC=C1)[N+](=O)[O-])C)=O 6-methyl-5-((2-nitrophenyl)amino)picolinic acid methyl ester